2-((S)-4-(7-(1-methyl-1,2,3,4-tetrahydroquinolin-8-yl)-2-(((S)-1-methylpyrrolidin-2-yl)methoxy)-5,6,7,8-tetrahydropyrido[3,4-d]pyrimidin-4-yl)piperazin-2-yl)acetonitrile CN1CCCC2=CC=CC(=C12)N1CC=2N=C(N=C(C2CC1)N1C[C@@H](NCC1)CC#N)OC[C@H]1N(CCC1)C